COC1=C2C(=NC=NC2=CC(=C1)OC)NC1=CC=C(C=C1)NC(CN1N=NC(=C1)C(C)C)=O N-{4-[(5,7-dimethoxyquinazolin-4-yl)amino]phenyl}-2-[4-(propan-2-yl)-1H-1,2,3-triazol-1-yl]acetamide